2,2,2-Trifluoro-N-((1S,4s)-4-(2-(((R)-2-(3-Fluorophenyl)-2-hydroxyethyl)-amino)-2-methylpropyl)cyclohexyl)acetamide hydrochloride Cl.FC(C(=O)NC1CCC(CC1)CC(C)(C)NC[C@H](O)C1=CC(=CC=C1)F)(F)F